t-butoxycarbonyl-L-lysine benzyl ester hydrochloride Cl.C(C1=CC=CC=C1)OC([C@@H](NC(=O)OC(C)(C)C)CCCCN)=O